COC1=CC=C(C=C1)COCC1(COC1)CC 4-methoxy-[1-(3-ethyl-3-oxetanylmethoxy)methyl]Benzene